2-(4-(aminomethyl)-2-methyl-1H-indol-1-yl)-N-benzyl-7-(tetrahydro-2H-pyran-4-yl)pyrrolo[2,1-f][1,2,4]triazin-4-amine NCC1=C2C=C(N(C2=CC=C1)C1=NN2C(C(=N1)NCC1=CC=CC=C1)=CC=C2C2CCOCC2)C